C[C@H]1[C@H](CCC[C@H]1C=C)O (1S,2R,3S)-2-METHYL-3-VINYLCYCLOHEXANOL